ClC=1C=C2CCO[C@]3(C[C@@H](N[C@@H](C3)C=3N=NN(C3)C)C)C2=CC1 (1S,2'S,6'S)-6-chloro-2'-methyl-6'-(1-methyl-1H-1,2,3-triazol-4-yl)spiro[isochroman-1,4'-piperidine]